(hexane-6,1-diyl) bis(2-hexyldecanoate) C(CCCCC)C(C(=O)OCCCCCCOC(C(CCCCCCCC)CCCCCC)=O)CCCCCCCC